C(C)(C)(C)OC(=O)N1CC=C(CC1)C1=CC=C(C=C1)C#N.OC1=C(C=CC(=C1)O)/C=C/C(=O)N1CCN(CC1)C(\C=C\C1=CC(=CC=C1)C(F)(F)F)=O (E)-3-(2,4-dihydroxyphenyl)-1-[4-((E)-3-(3-trifluoromethylphenyl)acryloyl)piperazin-1-yl]prop-2-en-1-one tert-butyl-4-(4-cyanophenyl)-5,6-dihydropyridine-1(2H)-carboxylate